9-((1s,4s)-4-(aminomethyl)cyclohexyl)-N2-(4-methyltetrahydro-2H-pyran-4-yl)-N8-(6-(trifluoromethyl)pyridin-2-yl)-9H-purine-2,8-diamine NCC1CCC(CC1)N1C2=NC(=NC=C2N=C1NC1=NC(=CC=C1)C(F)(F)F)NC1(CCOCC1)C